1-Benzyl-4-(3-(2-hydroxypropan-2-yl)pyridin-2-yl)piperidin-4-ol C(C1=CC=CC=C1)N1CCC(CC1)(O)C1=NC=CC=C1C(C)(C)O